CN(C(C1=CC=C(C=C1)C1=NC2=CC=C3C(=C2C=2CCCCC12)C=NN3)=O)CC=3NC=C(N3)C N-methyl-N-((4-methyl-1H-imidazol-2-yl)methyl)-4-(8,9,10,11-tetrahydro-3H-pyrazolo[4,3-a]phenanthridin-7-yl)benzamide